C1(=C(C=CC=C1)C1=C(C2=C(OC3=C2C=CC=C3)C=C1)C1=CC=CC=3C2=CC=CC=C2C2=CC=CC=C2C13)C=1C(=CC=CC1)C1=CC=CC=C1 (terphenylyl)(triphenylenyl)Dibenzofuran